C(C)(C)(C)C1N(CCCN(CC1O)S(=O)(=O)C1=C(C=CC=C1)[N+](=O)[O-])C(=O)OCC1=C2C(=NC(=C1)Cl)NC=C2 (6-chloro-1H-pyrrolo[2,3-b]pyridin-4-yl)methanol tert-butyl-3-hydroxy-5-(2-nitrophenyl)sulfonyl-1,5-diazocane-1-carboxylate